methyl 4-{2-methyl-3-oxo-[1,2,4]triazolo[4,3-a]pyridin-7-yl}-2,3-dihydro-1,4-benzoxazine-7-carboxylate CN1N=C2N(C=CC(=C2)N2CCOC3=C2C=CC(=C3)C(=O)OC)C1=O